2-bromo-4-fluoro-6-((3r,5r,7r)-3,5,7-trimethyladamantan-1-yl)phenol BrC1=C(C(=CC(=C1)F)C12CC3(CC(CC(C1)(C3)C)(C2)C)C)O